(2-cyanoethoxy)(trichloroethoxycarbonylaminoethoxy)(2,3-dihydroxypropyl)phosphorus C(#N)CCOP(CC(CO)O)OCCNC(=O)OCC(Cl)(Cl)Cl